C(C)(C)(C)OC(=O)NC1=C(C=2C(=NC=C(C2S1)F)C=1C2=C(C=3C=NC(=NC3C1F)N1CC(CC1)N(C(OC(C)(C)C)=O)CC)COC2)C#N tert-Butyl (1-(6-(2-((tert-butoxycarbonyl)amino)-3-cyano-7-fluorothieno[3,2-c]pyridin-4-yl)-5-fluoro-7,9-dihydrofuro[3,4-f]quinazolin-3-yl)pyrrolidin-3-yl)(ethyl)carbamate